COC(=O)C=1C=2C=CC(=CC2C=CC1)Cl 2-chloro-naphthalene-5-carboxylic acid methyl ester